C(C=1C(O)=CC=CC1)=NCCCN=CC=1C(O)=CC=CC1 N,N'-bis(salicylidene)-1,3-propanediamine